methyl (S)-5-(4-((2-fluorobenzyl) oxy) phenyl)-3,4-dihydro-2H-pyrrole-2-carboxylate FC1=C(COC2=CC=C(C=C2)C=2CC[C@H](N2)C(=O)OC)C=CC=C1